COC=1C=C2CCN3C(C2=CC1OC)=C(C(=CC3=O)OCC3OCCC3)C 9,10-dimethoxy-1-methyl-2-(tetrahydro-furan-2-ylmethoxy)-6,7-dihydro-pyrido[2,1-a]isoquinolin-4-one